FC1=C2C=C(NC2=CC(=C1)F)C(=O)N1CCN(CC1)C(C(=O)NC[C@@H](C)O)=O (R)-2-(4-(4,6-difluoro-1H-indole-2-carbonyl)piperazin-1-yl)-N-(2-hydroxypropyl)-2-oxoacetamide